8-(Cyclopropanecarbonyl)-2-((S)-1-(5-(((S)-1,1-dimethyl-2,3-dihydro-1H-inden-2-yl)amino)pyridin-2-yl)-2,2,2-trifluoroethyl)-2,8-diazaspiro[4.5]decan-1-one C1(CC1)C(=O)N1CCC2(CCN(C2=O)[C@H](C(F)(F)F)C2=NC=C(C=C2)N[C@@H]2C(C3=CC=CC=C3C2)(C)C)CC1